NC(C)(C)C1CN(CC1)C=1C=CC(=NC1)NC=1N=CC2=C(N1)N(C(C(=C2)CC2=CC=CC=C2)=O)C2CCCC2 2-{5-[3-(1-amino-1-methylethyl)-pyrrolidin-1-yl]-pyridin-2-ylamino}-6-benzyl-8-cyclopentyl-8H-pyrido[2,3-d]Pyrimidin-7-one